22Cis-4-[(4-chloro-6-[(5-methyl-1H-pyrazol-3-yl)amino]pyrimidin-2-yl)amino]adamantan-1-ol ClC1=NC(=NC(=C1)NC1=NNC(=C1)C)NC1C2CC3(CC(CC1C3)C2)O